OC(CCCCCCCCC(=O)O)CC=CCCCCCCCCCC 10-Hydroxy-tricos-12-enoic acid